3-cyclohexene-1,2-dicarboxylic acid C1(C(C=CCC1)C(=O)O)C(=O)O